BrC1=CC=C(CS2(NC(C3=C2C=CC(=C3)N=CN(C)CC)=O)[O-])C=C1 N'-(1-(4-bromobenzyl)-1-oxido-3-oxo-3H-1λ4-benzo[d]isothiazol-5-yl)-N-ethyl-N-methylformimidamide